7-(bromomethyl)-5-(3,3-difluorocyclobutyloxy)-3-methylquinoxalin-2(1H)-one BrCC1=CC(=C2N=C(C(NC2=C1)=O)C)OC1CC(C1)(F)F